7-(1-(adamantan-1-ylmethyl)-5-methyl-1H-pyrazol-4-yl)-3-((4-(tert-butoxycarbonyl)-1-methyl-1H-pyrazol-3-yl)amino)imidazo[1,2-a]pyridine-8-carboxylic acid methyl ester COC(=O)C=1C=2N(C=CC1C=1C=NN(C1C)CC13CC4CC(CC(C1)C4)C3)C(=CN2)NC2=NN(C=C2C(=O)OC(C)(C)C)C